CC1(C(NN2C1OC1=C(C3=C2C=CC(=C3)C(F)(F)F)C=3C=CC=CC3C=C1)=O)C 8,8-Dimethyl-14-(trifluoromethyl)-7a,8-dihydrobenzo[d]naphtho[1,2-f]pyrazolo[5,1-b][1,3]oxazepin-9(10H)-one